FC=1C=C(C=C(C1)F)C1CC=NN1C(=O)C1CCN(CC1)C1=NC=CC(=C1)C1=C(C=CC(=C1)OCCCCC(C)(C)O)F (5-(3,5-difluorophenyl)-4,5-dihydro-1H-pyrazol-1-yl)(1-(4-(2-fluoro-5-((5-hydroxy-5-methylhexyl)oxy)phenyl)pyridin-2-yl)piperidin-4-yl)methanone